6-(benzyloxy)-2-bromo-1,2,3,4-tetrahydronaphthalene C(C1=CC=CC=C1)OC=1C=C2CCC(CC2=CC1)Br